2,6-dichloro(bromo)phenol ClC1=C(C(=CC=C1Br)Cl)O